O1-benzyl O2-methyl (2S,4S)-4-[(2-chloropyrimidin-4-yl)amino]pyrrolidine-1,2-dicarboxylate ClC1=NC=CC(=N1)N[C@H]1C[C@H](N(C1)C(=O)OCC1=CC=CC=C1)C(=O)OC